C1NCC12CC(C2)CC2=CC1=C(C(=NO1)C(F)(F)F)C=C2 6-(2-azaspiro[3.3]heptane-6-ylmethyl)-3-(trifluoromethyl)-1,2-benzoxazole